2-Azido-2-deoxy-L-fucopyranose N(=[N+]=[N-])[C@@H]1C(O)O[C@H]([C@H]([C@H]1O)O)C